COC(C1=NC=CC(=C1)NC1=NC=C(C(=N1)C1=CNC2=C(C=CC=C12)NC([C@@H](COC)N1CCN(CC1)C)=O)F)=O Methyl-(R)-4-((5-fluoro-4-(7-(3-methoxy-2-(4-methylpiperazin-1-yl)propanamido)-1H-indol-3-yl)pyrimidin-2-yl)amino)picolinate